C(NCCCCC1=NC=2NCCCC2C=C1)([2H])([2H])[2H] N-(methyl-d3)-4-(5,6,7,8-tetrahydro-1,8-naphthyridin-2-yl)butan-1-amine